6-(tert-butyl)-3-((trimethylsilyl)oxy)-1H-indene-2-carbaldehyde C(C)(C)(C)C1=CC=C2C(=C(CC2=C1)C=O)O[Si](C)(C)C